6-tributylstannylpyridin-3-amine C(CCC)[Sn](C1=CC=C(C=N1)N)(CCCC)CCCC